C1(=CC=CC=C1)C(C1=CC=CC=C1)=NC1=NC=CC=C1CCC(=O)O 3-{2-[(diphenylmethylene)amino]pyridin-3-yl}propanoic acid